(5S,7R,8R,9S,10R)-8-hydroxy-7-(hydroxymethyl)-9-(4-(3,4,5-trifluorophenyl)-1H-1,2,3-triazol-1-yl)-1,6-dioxaspiro[4.5]decan-10-yl nicotinate C(C1=CN=CC=C1)(=O)O[C@@H]1[C@H]([C@H]([C@H](O[C@@]12CCCO2)CO)O)N2N=NC(=C2)C2=CC(=C(C(=C2)F)F)F